N-[(6-Amino-2-pyridyl)sulfonyl]-6-(4-isobutoxyphenyl)-2-(2,2,4-trimethylpyrrolidin-1-yl)pyridin-3-carboxamid NC1=CC=CC(=N1)S(=O)(=O)NC(=O)C=1C(=NC(=CC1)C1=CC=C(C=C1)OCC(C)C)N1C(CC(C1)C)(C)C